7-[2-AMINO-5-(4,4,5,5-TETRAMETHYL-1,3,2-DIOXABOROLAN-2-YL)PHENYL]-N-[(2,4-DIMETHOXYPHENYL)METHYL]CINNOLIN-4-AMINE NC1=C(C=C(C=C1)B1OC(C(O1)(C)C)(C)C)C1=CC=C2C(=CN=NC2=C1)NCC1=C(C=C(C=C1)OC)OC